BrC1=CC=C(C=C1)C=1C=C(C=2N(C1)C=C(N2)C2=CC=CC=C2)C2=CC=C(C=C2)C(C)=O 1-(4-(6-(4-bromophenyl)-2-phenylimidazo[1,2-a]pyridin-8-yl)phenyl)ethan-1-one